C(C)(C)(C)OC(=O)NC=1C=C2C(C3(OC(=CC=C3)[N+](=O)[O-])N(C2=CC1)C)(C)C 5-[N-(t-butyloxycarbonyl)amino]-1,3,3-trimethyl-6'-nitroindolinespiropyran